CO[C@@]1(COCC1)C1=CC(=CC(=N1)N1C=C(C=2C=NC(=CC21)N)C2CN(C2)C)C (R)-1-(6-(3-methoxytetrahydrofuran-3-yl)-4-methylpyridin-2-yl)-3-(1-methylazetidin-3-yl)-1H-pyrrolo[3,2-c]Pyridine-6-amine